The molecule is an N-acylglycinate resulting from the deprotonation of the carboxy group of N-octadecanoylglycine. The major species at pH 7.3. It is a N-acylglycinate and a N-(fatty acyl)-glycine(1-). It is a conjugate base of a N-octadecanoylglycine. CCCCCCCCCCCCCCCCCC(=O)NCC(=O)[O-]